2-((3-(((3S,4R)-4-hydroxytetrahydrofuran-3-yl)oxy)-1-(methyl-d3)-1H-pyrazol-4-yl)amino)-7-((S)-1-methoxypropan-2-yl)-7H-pyrrolo[2,3-d]pyrimidine-6-carbonitrile O[C@H]1[C@H](COC1)OC1=NN(C=C1NC=1N=CC2=C(N1)N(C(=C2)C#N)[C@H](COC)C)C([2H])([2H])[2H]